C(C)(C)(C)C1=NN(C=N1)C1=C(C=C(C=C1)C(=O)N1CCN(CC1)C=1OC=2C(=NC(=CC2)Cl)N1)Cl [4-(3-tert-butyl-1,2,4-triazol-1-yl)-3-chloro-phenyl]-[4-(5-chlorooxazolo[4,5-b]pyridin-2-yl)piperazin-1-yl]methanone